BrC=1C(=C(C=CC1)C1=NC2=C(N1)C=C(C=C2)C(F)(F)F)OC2CCN(CC2)C 2-(3-bromo-2-((1-methylpiperidin-4-yl)oxy)phenyl)-6-(trifluoromethyl)-1H-benzo[d]imidazole